N-[4-[(E)-3-[4-[2-Hydroxyethyl(methyl)amino]phenyl]prop-2-enoyl]phenyl]acetamide OCCN(C1=CC=C(C=C1)/C=C/C(=O)C1=CC=C(C=C1)NC(C)=O)C